C(C)(C)(C)OC(CCC1=CC=C(C=C1)OCCCCCI)=O 3-(4-(5-iodopentyloxy)phenyl)-propionic acid tert-butyl ester